(S)-1-amino-1,3-dihydrospiro[indene-2,4'-piperidine]-4-ol hydrochloride Cl.N[C@@H]1C=2C=CC=C(C2CC12CCNCC2)O